P(O)(O)=O.C(C)C(C1=CC(=C(C(=C1)C(C)(C)C)O)C(C)(C)C)([Ca]CC1=CC(=C(C(=C1)C(C)(C)C)O)C(C)(C)C)CC diethyl-bis[[3,5-bis(1,1-dimethylethyl)-4-hydroxyphenyl]methyl]calcium phosphonate